NCCNC1=NC=C(C(=N1)NC1=CC(=CC=C1)C(F)(F)F)C(=O)N 2-(2-Aminoethylamino)-4-(3-trifluoromethylanilino)pyrimidine-5-carboxamide